COC=1C=CC2=C(SC(=C2OC2=CC=C(C=C3CN(C3)CCC)C=C2)C2=C(C=CC=C2)C)C1 3-(4-((6-methoxy-2-(o-tolyl)benzo[b]thiophen-3-yl)oxy)benzylidene)-1-propylazetidine